6-bromopyrido[3,4-d]pyrimidin-4-ol BrC1=CC2=C(N=CN=C2O)C=N1